C(C)(=O)OC=1COC=C(C1OC(C)=O)OC(C)=O pyran-3,4,5-triyl triacetate